ClC1=CC=C2C(=NN(C2=C1)C=1C=NC=CC1)C(CC)N1N=C(C=2C1=NC=NC2N)C=2C=NN(C2)C 1-(1-(6-Chloro-1-(pyridin-3-yl)-1H-indazol-3-yl)propyl)-3-(1-methyl-1H-pyrazole-4-yl)-1H-pyrazolo[3,4-d]pyrimidin-4-amine